C(C)(C)(C)OC(=O)N[C@@H](CCC(NCCCCNC(=O)OC(C)(C)C)=O)C(=O)O N2-(tert-butoxycarbonyl)-N5-(4-((tert-butoxycarbonyl)amino)butyl)-L-glutamine